BrC1=CC(=C(C=C1)O)C1=NC=CC=C1 4-bromo-2-(pyridin-2-yl)phenol